Cl.C(C1=CC=CC=C1)OC([C@H](N)CO)=O D-serine benzyl ester HCl